5-(7-isopropyl-2,7-diazaspiro[3.5]nonan-2-yl)pyridin silicon lithium carbon [C].[Li].[Si].C(C)(C)N1CCC2(CN(C2)C=2C=CC=NC2)CC1